S(C)(=O)(=O)O.S(C)(=O)(=O)O.C1(CC1)C=1NC(=C(N1)C1=CC=C2C(=N1)N(C(=N2)N)CC(C)C)C2=CC=C(C=C2)F 5-[2-cyclopropyl-5-(4-fluorophenyl)-1H-imidazol-4-yl]-3-isobutyl-3H-imidazo[4,5-b]pyridin-2-ylamine dimesylate